OC1=C(C(=CC(=C1)C(F)(F)F)C)C=1C=CC=2C(N1)=NN(C2[C@@H](C)O)[C@H]2CCC(N(C2)C)=O |o1:21| (S)-5-(6-(2-hydroxy-6-methyl-4-(trifluoromethyl)phenyl)-3-((R or S)-1-hydroxyethyl)-2H-pyrazolo[3,4-b]pyridin-2-yl)-1-methylpiperidin-2-one